C(C)(=O)C1C(CCCC1)=O.[Zn+2] zinc (II) 2-acetyl-cyclohexanone